COC=1C(=CC2=CNN=C2C1)C(=O)NC=1C(N(C=CC1)C=1N=NN(C1)C)=O 6-methoxy-N-(1-(1-methyl-1H-1,2,3-triazol-4-yl)-2-oxo-1,2-dihydropyridin-3-yl)-2H-indazole-5-carboxamide